FC(C1=CC=C(C=C1)C1=CC2=C(N=C(S2)NC(=O)C2C(C3C=CC2C3)C(=O)O)C=C1)(F)F 3-[[6-[4-(trifluoromethyl)phenyl]-1,3-benzothiazol-2-yl]carbamoyl]bicyclo[2.2.1]hept-5-ene-2-carboxylic acid